FC(C(=O)O)(F)F.C12CC(CC(CC1)N2)C2=CC=C1C(=N2)NC(=N1)C1=CC2=C(NC(C=C2N)=O)S1 (5-(8-azabicyclo[3.2.1]octane-3-yl)-3H-imidazo[4,5-b]pyridin-2-yl)-4-aminothieno[2,3-b]pyridin-6(7H)-one 2,2,2-trifluoroacetate